Cl.FC1=C2C=C(N=NC2=CC(=C1)C1=CC=2C(=C(N=C(C2)C)C)O1)C1CCNCC1 2-[5-fluoro-3-(4-piperidinyl)cinnolin-7-yl]-5,7-dimethyl-furo[2,3-c]pyridine hydrochloride